methyl 2-methyl-4-(4-methylpiperazin-1-yl)benzoate CC1=C(C(=O)OC)C=CC(=C1)N1CCN(CC1)C